CC1=CC=C(C=C1)S(=O)(=O)NCCNC(OC(C)(C)C)=O tert-butyl N-[2-(4-methylbenzenesulfonamido)ethyl]carbamate